2-[1-(2-cyanophenyl)-1-phenylpropan-2-yl]-5-methoxy-1-methyl-N-(1,2-oxazol-4-yl)-6-oxopyrimidine-4-carboxamide C(#N)C1=C(C=CC=C1)C(C(C)C=1N(C(C(=C(N1)C(=O)NC=1C=NOC1)OC)=O)C)C1=CC=CC=C1